ClC=1C(=NC=CC1C1=NC(=C(C=C1)CNC[C@H]1NC(CC1)=O)OC)C=1C(=C(C=CC1)NC(C1=NC=C(C=C1)CN(C)CCO)=O)C (S)-N-(3-(3'-chloro-6-methoxy-5-((((5-oxopyrrolidin-2-yl)methyl)amino)methyl)-[2,4'-bipyridin]-2'-yl)-2-methylphenyl)-5-(((2-hydroxyethyl)(methyl)amino)methyl)picolinamide